CC1=CC2=C([C@@H]([C@H](O2)CCC)NC(=O)C=2C(NC(=CC2)C(F)(F)F)=O)C=C1 N-((2R,3S)-6-methyl-2-propyl-2,3-dihydrobenzofuran-3-yl)-2-oxo-6-(trifluoromethyl)-1,2-dihydropyridine-3-carboxamide